ClC1=CC=C(C=C1)C1=C(C=CC=C1)C1=NC=C(C=C1)C 2-(4'-Chloro-[1,1'-biphenyl]-2-yl)-5-methylpyridine